ClC1=C(C=C(C=C1)OC(F)(F)F)C=1C=C2CC3(C(NC2=CC1)=O)CN(CC3)C#N 6'-(2-chloro-5-(trifluoromethoxy)phenyl)-2'-oxo-1',4'-dihydro-2'H-spiro[pyrrolidine-3,3'-quinoline]-1-carbonitrile